didotriacontyl maleate C(\C=C/C(=O)OCCCCCCCCCCCCCCCCCCCCCCCCCCCCCCCC)(=O)OCCCCCCCCCCCCCCCCCCCCCCCCCCCCCCCC